8-bromo-7-chloro-6-(2-fluorophenyl)-2,4-dihydro-[1,2,4]Triazolo[4,3-a][1,4]Benzodiazepine BrC=1C=CC2=C(C(=NCC=3N2CNN3)C3=C(C=CC=C3)F)C1Cl